CN([C@H](CO)C(=O)O)C(=O)OC(C)(C)C.FC1=C(C=CC(=C1)C(NC)=O)C=1N=C2SC3=C(N2C1)C=CC(=C3)N3CCC(CC3)C(=O)N (2-(2-fluoro-4-(methylcarbamoyl)phenyl)benzo[d]imidazo[2,1-b]thiazol-7-yl)piperidine-4-carboxamide methyl-(tert-butoxycarbonyl)-D-serinate